Cl.N[C@@H]1CN(CC[C@H]1F)C1=NC2=C(N1CC1=NC=C(C=N1)OC)C=CC(=C2)C#N 2-((3R,4R)-3-Amino-4-fluoropiperidin-1-yl)-1-((5-methoxypyrimidin-2-yl)methyl)-1H-benzo[d]imidazol-5-carbonitril-hydrochlorid